C1(CCCCC1)OC1=C2CCC(C2=C(C=C1)SC(F)(F)F)=O 4-(cyclohexyloxy)-7-(trifluoromethylthio)-2,3-dihydro-1H-inden-1-one